C1N(CC12CCC2)CCC=2C(=CC(N(C2)C(C(=O)OCC)CC(C)C)=O)C(F)(F)F ethyl 2-(5-(2-(2-azaspiro[3.3]heptan-2-yl)ethyl)-2-oxo-4-(trifluoromethyl)pyridin-1(2H)-yl)-4-methylpentanoate